tert-Butyl 4-[4-(4-hydroxypyrazolo[1,5-a]pyridin-6-yl)-5-methyl-pyrazol-1-yl]piperidine-1-carboxylate OC=1C=2N(C=C(C1)C=1C=NN(C1C)C1CCN(CC1)C(=O)OC(C)(C)C)N=CC2